(acetylimino)-3-amino-2,2-dimethylpropionic acid C(C)(=O)N=C(C(C(=O)O)(C)C)N